FC1=C(C#N)C(=CC(=C1)C1=CN=C2N1C(=CC=C2)OC)SC 2-fluoro-4-(5-methoxyimidazo[1,2-a]pyridin-3-yl)-6-(methylthio)benzonitrile